bromo(methyl)triphenyl-phosphorane BrP(C1=CC=CC=C1)(C1=CC=CC=C1)(C1=CC=CC=C1)C